1-(6-phenylpyridin-3-yl)ethanol C1(=CC=CC=C1)C1=CC=C(C=N1)C(C)O